COC(=O)C1NC(CCC1)=O Methyl-(5RS)-6-oxopiperidine-2-carboxylate